C(CCCCCC)[Ti] monon-heptyl-titanium